4-bromo-1-isopropyl-8-(methylthio)-1H-imidazo[4,5-H]quinazoline BrC1=CC=2C=NC(=NC2C2=C1N=CN2C(C)C)SC